C(CCC)[SnH2]C1=C(SC=C1)C=1SC=CC1 butylstannyl-bithiophene